ethyl 3-ethyl-1-(tetrahydro-2H-pyran-4-yl)-1H-pyrazole-5-carboxylate C(C)C1=NN(C(=C1)C(=O)OCC)C1CCOCC1